C1(CC1)OC(=O)NC=1C=CC=C(C(=O)O)C1 5-((cyclopropoxycarbonyl)amino)benzoic acid